ClC1=NC=C(C(=N1)OC1=NC=CC(=C1)C1=CC=2C(N(CCC2N1C(=O)OC(C)(C)C)C(=O)OC(C)(C)C)=O)COCC di-tert-butyl 2-(2-((2-chloro-5-(ethoxymethyl) pyrimidin-4-yl) oxy) pyridin-4-yl)-4-oxo-6,7-dihydro-1H-pyrrolo[3,2-c]pyridine-1,5(4H)-dicarboxylate